C(#N)C1=C2C(=NC=C1OC1=CC(=NC=C1)NC(N(C)C)=O)N=C(N2C)NC2=NN1C(C3(CCC1)CC3)=C2 3-(4-((7-cyano-2-((6',7'-dihydro-5'H-spiro[cyclopropane-1,4'-pyrazolo[1,5-a]pyridin]-2'-yl)amino)-1-methyl-1H-imidazo[4,5-b]pyridin-6-yl)oxy)pyridin-2-yl)-1,1-dimethylurea